5-bromo-4-{5-fluoro-3-[(5-fluoropyridin-3-yl)methoxy]pyridin-2-yl}thiophene-2-carboxylic acid BrC1=C(C=C(S1)C(=O)O)C1=NC=C(C=C1OCC=1C=NC=C(C1)F)F